FC1=CC2=C(N=C(S2)NC[C@H]2N(C3CC([C@H]2C)C3)C(C3=C(C=CC(=C3)F)N3N=CC=N3)=O)C=C1 6-fluoro-N-({(3s,4r)-2-[5-fluoro-2-(2H-1,2,3-triazol-2-yl)benzoyl]-4-methyl-2-azabicyclo[3.1.1]hept-3-yl}methyl)-1,3-benzothiazol-2-amine